C(#N)C1=NC=C(C(=C1)C1=CC=2N(C=C1)N=C(C2)NC(=O)C2CC2)NC2C[C@H]1COC[C@@H](C2)N1C N-[5-[2-cyano-5-[[(1R,5S)-9-methyl-3-oxa-9-azabicyclo[3.3.1]nonan-7-yl]amino]-4-pyridyl]pyrazolo[1,5-a]pyridin-2-yl]cyclopropanecarboxamide